C1=CC=CC2=CC3=CC=CC=C3C(=C12)C1=C(C=CC=C1)O 2-(9-anthryl)phenol